2-ethyl hexyl ether sulfate S(=O)(=O)(O)O.C(CCCCC)OCC